C(CCCCCCCC)(=O)OCC Ethyl Pelargonate